N1=CC=CC=C1.[P]=O phosphorus oxide compound with pyridine